tert-butyl 2-(4-(6-((4-bromo-2-fluorobenzyl)oxy)pyridin-2-yl)-2,5-difluorobenzyl)-1-(2-methoxyethyl)-1H-benzo[d]imidazole-6-carboxylate BrC1=CC(=C(COC2=CC=CC(=N2)C2=CC(=C(CC3=NC4=C(N3CCOC)C=C(C=C4)C(=O)OC(C)(C)C)C=C2F)F)C=C1)F